3-((2-(4-methylcyclohex-3-en-1-yl)propan-2-yl)thio)propanenitrile CC1=CCC(CC1)C(C)(C)SCCC#N